palladium (II) tetrakis-(pentafluorophenyl)porphyrin FC1=C(C(=C(C(=C1C1=C2C=CC(C(=C3C=CC(=C(C=4C=CC(=C(C5=CC=C1N5)C5=C(C(=C(C(=C5F)F)F)F)F)N4)C4=C(C(=C(C(=C4F)F)F)F)F)N3)C3=C(C(=C(C(=C3F)F)F)F)F)=N2)F)F)F)F.[Pd+2]